N-(5-(2,2-dimethyl-2,3-dihydro-[1,4]dioxino[2,3-b]pyridin-6-yl)-4-((4-fluoro-6'-(methylsulfonyl)-[3,4'-bipyridine]-2'-yl)amino)pyridin-2-yl)acetamide CC1(OC=2C(=NC(=CC2)C=2C(=CC(=NC2)NC(C)=O)NC2=NC(=CC(=C2)C=2C=NC=CC2F)S(=O)(=O)C)OC1)C